FC(CNC(C1=NC(=C(C=C1)N1CCN(CC1)CC=1C=C2NC(C(=NC2=C(C1)F)C)=O)C)=O)F N-(2,2-difluoroethyl)-5-(4-((8-fluoro-2-methyl-3-oxo-3,4-dihydroquinoxalin-6-yl)methyl)piperazin-1-yl)-6-methylpicolinamide